N-(5-chloro-2,4-dimethoxyphenyl)-4-[[5-[(diethylamino)sulfonyl]-2-methoxyphenyl]azo]-3-hydroxynaphthalene-2-carboxamide ClC=1C(=CC(=C(C1)NC(=O)C1=CC2=CC=CC=C2C(=C1O)N=NC1=C(C=CC(=C1)S(=O)(=O)N(CC)CC)OC)OC)OC